C(#N)C1=CC(=C(COC2=NC=CC=C2C2=C(C=C(CC3=NC4=C(N3C[C@H]3OCC3)C=C(C=C4)C(=O)O)C=C2)F)C=C1)F (S)-2-(4-(2-((4-cyano-2-fluorobenzyl)oxy)pyridin-3-yl)-3-fluorobenzyl)-1-(oxetan-2-ylmethyl)-1H-benzo[d]imidazole-6-carboxylic acid